ClC=1C=C(C=C(C1)Cl)C1=NC(=CC(=C1)CN1CCC(CC1)CC(C(=O)O)C)OC1=NC=C(N=C1)N1CCN(CCC1)C 3-(1-((2-(3,5-dichlorophenyl)-6-((5-(4-methyl-1,4-diazepan-1-yl)pyrazin-2-yl)oxy)pyridin-4-yl)methyl)piperidin-4-yl)-2-methylpropanoic acid